BrC=1C=C(C(=O)NCCC2=CC(=CC(=C2)F)F)C=CC1 3-bromo-N-(3,5-difluorophenethyl)benzamide